N-(2-methoxybenzyl)-6-{4-[(6-methoxypyridin-3-yl)oxy]piperidin-1-yl}-5-methylpyridazine-3-carboxamide COC1=C(CNC(=O)C=2N=NC(=C(C2)C)N2CCC(CC2)OC=2C=NC(=CC2)OC)C=CC=C1